(5-((4-(4,4-dimethyl-1-oxo-1,2,3,4-tetrahydroisoquinolin-6-yl)pyrimidin-2-yl)amino)-2-fluorophenyl)methanesulfonamide CC1(CNC(C2=CC=C(C=C12)C1=NC(=NC=C1)NC=1C=CC(=C(C1)CS(=O)(=O)N)F)=O)C